NC=1C(=NC(=CN1)B1OC(C(O1)(C)C)(C)C)C(=O)NC1=NC=CC=C1N1CCC(CC1)(C)NC(OC(C)(C)C)=O tert-butyl (1-(2-(3-amino-6-(4,4,5,5-tetramethyl-1,3,2-dioxaborolan-2-yl)pyrazine-2-carboxamido)pyridin-3-yl)-4-methylpiperidin-4-yl)carbamate